COC1=C(C=C2CNC(C2=C1)=O)NCC#C 6-methoxy-5-(prop-2-yn-1-ylamino)-2,3-dihydroisoindol-1-one